OC(CN(CCCSSCCN1CCN(CC1)CCOC(CCCN(CC(CCCCC(=O)OCC(CC)CC)O)CC(CCCCC(=O)OCC(CC)CC)O)=O)CC(CCCCC(OCCC(C)C)=O)O)CCCCC(=O)OCCC(C)C Bis(2-ethylbutyl) 7,7'-((4-(2-(4-(2-((3-(bis(2-hydroxy-7-(isopentyloxy)-7-oxoheptyl)amino)propyl)disulfaneyl)ethyl)piperazin-1-yl)ethoxy)-4-oxobutyl)azanediyl)bis(6-hydroxyheptanoate)